6,7-dimethoxy-2-(4-nitrophenylethyl)-1,2,3,4-tetrahydrobenzofuran COC=1C(=C2C(CC(O2)CCC2=CC=C(C=C2)[N+](=O)[O-])CC1)OC